C(C1=CC=CC=C1)OC=1C(=CC(=C(C1)CC(=O)O)F)Br 2-(5-benzyloxy-4-bromo-2-fluoro-phenyl)acetic acid